N-cyclohexylaminomethyldiethoxymethylsilane C1(CCCCC1)NC[SiH2]C(OCC)OCC